2-(3-(4-bromobutyryl)phenyl)-2-methylpropanoic acid methyl ester COC(C(C)(C)C1=CC(=CC=C1)C(CCCBr)=O)=O